3-chloro-2-methyl-7-(2-(trifluoromethoxy)phenyl)benzo[4,5]thieno[2,3-b]pyridin ClC=1C=C2C(=NC1C)SC1=C2C=CC(=C1)C1=C(C=CC=C1)OC(F)(F)F